N1=CC(=CC=C1)OC=1C=NC(=NC1)C=1C=C(SC1C)C(=O)OC methyl 4-[5-(pyridin-3-yloxy) pyrimidin-2-yl]-5-methylthiophene-2-carboxylate